FC=1C(=NC(=NC1)NC1=NC=C(C=C1)C1CCN(CC1)C)C=1C=C2C3(CN(C(C2=CC1)=O)C)CCCC3 6'-(5-Fluoro-2-((5-(1-methyl-piperidin-4-yl)pyridin-2-yl)amino)pyrimidin-4-yl)-2'-methyl-2',3'-dihydro-1'H-spiro[cyclopentane-1,4'-isoquinolin]-1'-one